C[Si]([N-][Si](C)(C)C)(C)C.C(C)(C)N1C(N(CC1)C(C)C)=[Cu+] 1,3-di-isopropyl-imidazolin-2-ylidenecopper hexamethyldisilazide